Fluorovinylglycine FC=CNCC(=O)O